N-methyl-3-hydroxy-pyrrole CN1C=C(C=C1)O